NC1=CC(=NC(=C1)NC1=CC(=CC=C1)F)C(=O)NC1=CC(=C(C=C1)C)C 4-amino-N-(3,4-dimethylphenyl)-6-((3-fluorophenyl)amino)picolinamide